1,1',1''-(1,7,13-trioxa-4,10,16-triazacyclooctadecane-4,10,16-triyl)tris(2-chloroethan-1-one) O1CCN(CCOCCN(CCOCCN(CC1)C(CCl)=O)C(CCl)=O)C(CCl)=O